palladium-silver-copper-platinum [Pt].[Cu].[Ag].[Pd]